4-((tert-butoxycarbonyl)amino)-1,7-difluoroimidazo[1,5-a]quinoxaline-8-carboxylic acid C(C)(C)(C)OC(=O)NC=1C=2N(C3=CC(=C(C=C3N1)F)C(=O)O)C(=NC2)F